NC=1OC2=C(N1)C=CC(=C2)C=2C=C1C(=NN(C1=CC2)C(C)C)COC2=C(C=CC=C2)CC(=O)O 2-(2-((5-(2-aminobenzo[d]oxazol-6-yl)-1-isopropyl-1H-indazol-3-yl)methoxy)phenyl)acetic acid